C(C)(C)C1=C(NC2=CC=C(C=C12)C1CN(C1)C1COC1)C=1C=C(C=2N(C1)N=CN2)OC 6-(3-Isopropyl-5-(1-(oxetan-3-yl)azetidin-3-yl)-1H-indol-2-yl)-8-methoxy-[1,2,4]triazolo[1,5-a]pyridin